FC1(OC2=C(O1)C=C(C(=C2)N)N)F 2,2-difluoro-1,3-benzodioxolane-5,6-diamine